CC(C)(C)OC(=O)N1CC[C@H](C1)N (R)-(+)-1-Boc-3-aminopyrrolidine